CC1=CC=C(C=C1)C=1C=C(SC1)C(=NO)C1=CC(=C(C(=C1)OC)OC)OC (4-(4-methylphenyl)thiophen-2-yl)(3,4,5-trimethoxyphenyl)methanone oxime